7-Amino-6-(5-methyl-1-(tetrahydro-2H-pyran-2-yl)-1H-indazol-4-yl)-2-(1-methyl-1H-pyrazol-4-yl)-5-oxo-5,6-dihydro-1,6-naphthyridine-8-carboxylic acid ethyl ester C(C)OC(=O)C1=C(N(C(C=2C=CC(=NC12)C=1C=NN(C1)C)=O)C1=C2C=NN(C2=CC=C1C)C1OCCCC1)N